N1CC(CCC1)B1OC(C)(C)C(C)(C)O1 3-piperidineboronic acid pinacol ester